3-(4-(3,4-dichlorophenyl)3-butyn-2-yl)-1-methyl-1-(2-(methylamino)cyclohexyl)urea ClC=1C=C(C=CC1Cl)C#CC(C)NC(N(C1C(CCCC1)NC)C)=O